2-((1R,5S,6S)-6-(2-methyl-3-(trifluoromethyl)phenyl)-3-azabicyclo[3.1.0]hexane-3-carbonyl)-7-oxa-5-azaspiro[3.4]octan-6-one CC1=C(C=CC=C1C(F)(F)F)C1[C@@H]2CN(C[C@H]12)C(=O)C1CC2(C1)NC(OC2)=O